ClC1=NC=2N(C(=C1C1=C(C=C(C#N)C=C1)F)N[C@H](C(F)(F)F)C)N=CN2 (S)-4-(5-chloro-7-((1,1,1-trifluoropropan-2-yl)amino)-[1,2,4]triazolo[1,5-a]pyrimidin-6-yl)-3-fluorobenzonitrile